N1=C(C=CC=C1)N(P(C1=CC=CC=C1)C1=CC=CC=C1)C1=NC=CC=C1 bis-(2-pyridyl)(diphenylphosphino)amine